FC=1C=C(C=CC1F)C(CO)N1C(NCC1=O)=O (4Z)-1-[1-(3,4-difluorophenyl)-2-hydroxyethyl]-2,5-dioxoimidazolidine